NCC=1OC2=C(C1)C=C(C=C2Cl)C2=CC=C(S2)C(C)=O 1-(5-(2-(aminomethyl)-7-chlorobenzofuran-5-yl)thiophen-2-yl)ethanone